6,6'-dithiobis(2-fluoroaniline) FC1=C(N)C(=CC=C1)SSC1=CC=CC(=C1N)F